3-((S)-2-(3-(tert-butyl)ureido)-3,3-dimethylbutanoyl)-N-((S)-4-(hexylamino)-3,4-dioxo-1-((S)-2-oxopyrrolidin-3-yl)butan-2-yl)-6,6-dimethyl-3-azabicyclo[3.1.0]hexane-2-carboxamide C(C)(C)(C)NC(N[C@H](C(=O)N1C(C2C(C2C1)(C)C)C(=O)N[C@@H](C[C@H]1C(NCC1)=O)C(C(=O)NCCCCCC)=O)C(C)(C)C)=O